3,6-dimethyl-2-phenyl-8-[(1R)-1-(2-pyridazin-3-ylanilino)ethyl]chromen-4-one CC1=C(OC2=C(C=C(C=C2C1=O)C)[C@@H](C)NC1=C(C=CC=C1)C=1N=NC=CC1)C1=CC=CC=C1